(3-((tert-butylsulfinyl)amino)-3-(2,6-dichloropyridin-3-yl)propyl)ethanethiolate C(C)(C)(C)S(=O)NC(CCC(C)[S-])C=1C(=NC(=CC1)Cl)Cl